NC1=CC(=NC=C1[N+](=O)[O-])C=1C=C(CC2=NNC(C3=CC=CC=C23)=O)C=CC1F 4-(3-(4-amino-5-nitropyridin-2-yl)-4-fluorobenzyl)phthalazin-1(2H)-one